C(#N)C=1C(=NC(=CC1C1=CC=C(C=C1)F)C1=NC=CC=C1C)OCCN1CCN(CC1)C(=O)OC Methyl 4-(2-(3-cyano-4-(4-fluorophenyl)-6-(3-methylpyridin-2-yl)pyridin-2-yloxy)ethyl)piperazine-1-carboxylate